3-methacryloxypropanephosphonic acid C(C(=C)C)(=O)OCCCP(O)(=O)O